(3S)-(2-methylpropyl)amino-piperidine CC(CNN1CCCCC1)C